FC1(CCC(CC1)CNC(=O)C=1C=C(N2C=CC=C(C12)C(F)(F)F)CCOC)F 3-(2-Methoxy-ethyl)-8-trifluoromethyl-indolizine-1-carboxylic acid (4,4-difluorocyclohexylmethyl)-amide